NC1=CC(=NC(=N1)C(F)F)NC1=CC(=C(C=N1)C=1C=NN(C1)C1CN(CC1)C(=O)OC(C)(C)C)OC tert-butyl 3-(4-(6-((6-amino-2-(difluoromethyl)pyrimidin-4-yl)amino)-4-methoxypyridin-3-yl)-1H-pyrazol-1-yl)pyrrolidine-1-carboxylate